BrC1=CC=C(C2=C1N=C(S2)N(C(OCCCC)=O)C)F butyl (4-bromo-7-fluorobenzo[d]thiazol-2-yl)(methyl)carbamate